N-(4-(1H-imidazol-1-yl)benzyl)-N-(3-methoxybenzyl)-3-((2-(3-methoxybenzyloxy)ethoxy)methyl)aniline N1(C=NC=C1)C1=CC=C(CN(C2=CC(=CC=C2)COCCOCC2=CC(=CC=C2)OC)CC2=CC(=CC=C2)OC)C=C1